N-(1-cyanocyclopropyl)-9-(5-(di-fluoromethyl)-1,3,4-thiadiazol-2-yl)-4-(1-(4-methylpiperazine-1-carbonyl)piperidin-4-yl)-9H-pyrimido[4,5-b]indole-7-sulfonamide C(#N)C1(CC1)NS(=O)(=O)C1=CC=C2C3=C(N(C2=C1)C=1SC(=NN1)C(F)F)N=CN=C3C3CCN(CC3)C(=O)N3CCN(CC3)C